C(CCCCCCCCCCC)(=O)OC[C@@H](OC(CCCCCCCCCCCCCCCCCCCCCC)=O)COP(=O)([O-])OCC[N+](C)(C)C 1-dodecanoyl-2-tricosanoyl-sn-glycero-3-phosphocholine